OC1CC(C1)NC(=O)NC=1SC=2CN(CCC2N1)C1=NC=CC(=N1)C1COC1 N-[(1r,3r)-3-hydroxycyclobutyl]-N'-{5-[4-(oxetan-3-yl)pyrimidin-2-yl]-4,5,6,7-tetrahydro[1,3]thiazolo[5,4-c]pyridin-2-yl}urea